(5-amino-2-(((1R,4R)-4-methoxycyclohexyl)amino)pyrido[4,3-d]pyrimidin-8-yl)benzonitrile NC1=NC=C(C=2N=C(N=CC21)NC2CCC(CC2)OC)C2=C(C#N)C=CC=C2